bicyclo[4.3.0]Nonadiene C12=CC=CCC2CCC1